(7a,17b)-7-[9-[(4,4,5,5,5-pentafluoropentyl)thio]nonyl]-3-(4,4,5,5-tetramethyl-1,3,2-dioxaborolan-2-yl)-estra-1,3,5(10)-trien-17-ol FC(CCCSCCCCCCCCC[C@H]1[C@H]2[C@@H]3CC[C@@H]([C@@]3(C)CC[C@@H]2C=2C=CC(=CC2C1)B1OC(C(O1)(C)C)(C)C)O)(C(F)(F)F)F